C(C)(C)(C)OC(=O)N1CCC2(CN(C2)C2C(CN(CC2)CC2=CC=CC=C2)(F)F)CC1.OC1=CC=C2C=C(C(OC2=C1CN1CCOCC1)=O)C(C)=O 7-hydroxy-8-(1-morpholinomethyl)-3-acetyl-coumarin tert-butyl-2-(1-benzyl-3,3-difluoropiperidin-4-yl)-2,7-diazaspiro[3.5]nonane-7-carboxylate